FC(CN1N=C(C=2C1=NC(=CN2)N2CCC1(CCN(C1=O)C=1C=NC(=CC1)C(F)(F)F)CC2)F)F 8-(1-(2,2-difluoroethyl)-3-fluoro-1H-pyrazolo[3,4-b]pyrazin-6-yl)-2-(6-(trifluoromethyl)pyridin-3-yl)-2,8-diazaspiro[4.5]decan-1-one